[3-(1-tert-butoxycarbonyl-4-piperidyl)-5'-fluoro-2'-methyl-1H,2'H-4,6'-biindazolyl-1-yl]acetic acid C(C)(C)(C)OC(=O)N1CCC(CC1)C1=NN(C=2C=CC=C(C12)C=1C(=CC2=CN(N=C2C1)C)F)CC(=O)O